2-(5-chloro-2-fluorophenyl)-2-isothiocyanatopropyl-2,2-dimethylpropionate ClC=1C=CC(=C(C1)C(COC(C(C)(C)C)=O)(C)N=C=S)F